C(C)C=1N=C(NC1C)C 4-ethyldimethylimidazole